3,6-dibromo-10H-spiro[acridine-9,9'-fluorene] BrC=1C=CC2=C(C1)NC1=CC(=CC=C1C21C2=CC=CC=C2C=2C=CC=CC12)Br